COC(=O)C1(COCC1)NC(=O)C1=C(OC2=C1C=C(C=C2)OCC2=C(C=CC=C2)F)C 3-(5-((2-fluorobenzyl)oxy)-2-methylbenzofuran-3-carboxamido)tetrahydrofuran-3-carboxylic acid methyl ester